1-(4-cyanobenzyl)-4-fluoro-1H-pyrazole-3-carboxylic acid C(#N)C1=CC=C(CN2N=C(C(=C2)F)C(=O)O)C=C1